CC(C=O)CCCCCC 2-methyl-1-octanal